(Z)-N-methylnonadeca-10-en-1-amine CNCCCCCCCCC\C=C/CCCCCCCC